(2S)-1-[4'-fluoro-2-(trifluoromethyl)[biphenyl]-4-yl]-2-hydroxypropan-1-one FC1=CC=C(C=C1)C1=C(C=C(C=C1)C([C@H](C)O)=O)C(F)(F)F